C(CCCCCC(C)(C)C)(=O)[O-].C(CCCCCC(C)(C)C)(=O)[O-].C(CCCCCCC)[Sn+2]CCCCCCCC dioctyltin di-neodecanoate